N-(2-((2-(dimethylamino)ethyl)(ethyl)amino)-4-fluoro-5-((4-(1-methyl-1H-indol-3-yl)-7H-pyrrolo[2,3-d]pyrimidin-2-yl)amino)phenyl)acetamide CN(CCN(C1=C(C=C(C(=C1)F)NC=1N=C(C2=C(N1)NC=C2)C2=CN(C1=CC=CC=C21)C)NC(C)=O)CC)C